(4-(1,3-dimethyl-2,3-dihydro-1H-benzimidazol-2-yl)phenyl)dimethylamine CN1C(N(C2=C1C=CC=C2)C)C2=CC=C(C=C2)N(C)C